CN1C[C@@H]([C@@]2(CC1)OC1=C(C2)C=C(C(=C1)N1CCOCC1)NC(=O)C=1C=NN2C1N=CC=C2)C N-[(2R,3'S)-1',3'-dimethyl-6-morpholino-spiro[3H-benzofuran-2,4'-piperidine]-5-yl]pyrazolo[1,5-a]pyrimidine-3-carboxamide